C(#N)[C@H](CC1=CC=C(C=C1)C1=CC=C(C=C1)C#N)NC(=O)[C@@H]1C[C@H]2[C@@H](N1)CCC2 (2S,3aS,6aS)-N-[(1S)-1-cyano-2-{4'-cyano-[1,1'-biphenyl]-4-yl}ethyl]-octahydrocyclopenta[b]pyrrole-2-carboxamide